2,4-pentadien CC=CC=C